C(C1CO1)OCCC[SiH2]COCC(OC)OC γ-glycidoxypropyldimethoxyethoxymethylsilane